O[C@@H]1C[C@H](N(C1)C([C@H](C(C)(C)C)NC(CCCCCCC(=O)OC)=O)=O)C(N[C@@H](C)C1=CC=C(C=C1)C1=C(N=CS1)C)=O methyl 8-(((S)-1-((2S,4R)-4-hydroxy-2-(((S)-1-(4-(4-methylthiazol-5-yl) phenyl) ethyl) carbamoyl) pyrrolidin-1-yl)-3,3-dimethyl-1-oxobutan-2-yl) amino)-8-oxooctanoate